ClC1=CC=C(C=C1)C1=NNC(C1C1=CC=CC=C1)(C)C 3-(4-chlorophenyl)-5,5-dimethyl-4-phenyl-4,5-dihydro-1H-pyrazole